6-bromo-4-cyclopropoxy-pyridine-3-carboxylic acid methyl ester COC(=O)C=1C=NC(=CC1OC1CC1)Br